(((dimethylcarbamoyl)oxy)methyl)-3-azabicyclo[3.2.1]octane-3-carboxylic acid tert-butyl ester C(C)(C)(C)OC(=O)N1CC2(CCC(C1)C2)COC(N(C)C)=O